4-bromo-3-(((ethoxycarbonyl)(1H-pyrrol-1-yl)amino)methyl)benzoic acid methyl ester COC(C1=CC(=C(C=C1)Br)CN(N1C=CC=C1)C(=O)OCC)=O